1-((R)-tetrahydro-2H-pyran-2-yl)-3-((S)-tetrahydro-2H-pyran-2-yl)propan-2-one O1[C@H](CCCC1)CC(C[C@H]1OCCCC1)=O